chloro-2-(4,4-difluoropiperidin-1-yl)-5-nitropyridine ClC=1C(=NC=C(C1)[N+](=O)[O-])N1CCC(CC1)(F)F